ClC1=C(C=NC=C1C=1C=C2CCC(N(C2=CC1)C)=O)CNC(=O)C=1C(=NOC1C)C 3,5-Dimethyl-isoxazole-4-carboxylic acid [4-chloro-5-(1-methyl-2-oxo-1,2,3,4-tetrahydro-quinolin-6-yl)-pyridin-3-ylmethyl]-amide